(S)-N-(1-cyanoethyl)-4-(5-methyl-2-((1-(tetrahydro-2H-pyran-4-yl)-1H-pyrazol-4-yl)amino)pyrimidin-4-yl)benzamide C(#N)[C@H](C)NC(C1=CC=C(C=C1)C1=NC(=NC=C1C)NC=1C=NN(C1)C1CCOCC1)=O